C1=CC=CC=2NC=3C=C4C(=CC3C(C12)=O)NC1=CC=CC=C1C4=O 5,12-dihydroquinolino(2,3-B)acridine-7,14-dione